2-amino-3,5-dibromo-N-(trans-4-hydroxycyclohexyl)benzylamine C1CC(CCC1NCC2=C(C(=CC(=C2)Br)Br)N)O